decandiol diacrylate C(C=C)(=O)OC(CCCCCCCCC)OC(C=C)=O